tert-Butyl (S)-4-(5-cyanopyridin-2-yl)-3-phenylpiperazine-1-carboxylate C(#N)C=1C=CC(=NC1)N1[C@H](CN(CC1)C(=O)OC(C)(C)C)C1=CC=CC=C1